4-(5-cyclohexyl-4,5-dihydro-1H-pyrazol-1-yl)-N-(4-(4-methylpiperazin-1-yl)phenyl)thieno[3,2-d]pyrimidin-2-amine C1(CCCCC1)C1CC=NN1C=1C2=C(N=C(N1)NC1=CC=C(C=C1)N1CCN(CC1)C)C=CS2